FC(S(=O)(=O)OC(=C)[C@@H](C[C@H]1CC[C@H]2[C@@](O1)(C[C@@H](O2)CCCO)CI)C)(F)F (R)-4-((2S,3aS,5R,7aS)-2-(3-hydroxypropyl)-3a-(iodomethyl)hexahydro-2H-furo[3,2-b]pyran-5-yl)-3-methylbut-1-en-2-yl trifluoromethanesulfonate